tert-butyl 7-(6-chloro-3,4-dihydroquinolin-1(2H)-yl)-2-fluoro-5-azaspiro[3.4]octane-5-carboxylate ClC=1C=C2CCCN(C2=CC1)C1CN(C2(CC(C2)F)C1)C(=O)OC(C)(C)C